ClC=1C(=NC=CC1ON1N=CC=2C1=NC(=CN2)C2(C1=CC=CC=C1CC21CCNCC1)N)C 3-[(3-chloro-2-methylpyridin-4-yl)oxy-1H-pyrazolo[3,4-b]pyrazin-6-yl]-1,3-dihydrospiro[indene-2,4'-piperidin]-3-amine